ONC(=O)C1COCCC1 tetrahydro-pyran-3-carboxylic acid hydroxyamide